N,N,N',N'-tetramethyl-N''-[3-(methyldimethoxysilyl)propyl]guanidine CN(C(=NCCC[Si](OC)(OC)C)N(C)C)C